C(C1=CC=CC=C1)OC1=C(C(=NC(=C1)C=1C(=NC=C(C1C)C(F)(F)F)OC1=C(C(=C(C=C1)F)F)C)C)C1NC(OC1)=O 4-[4-benzyloxy-6-[2-(3,4-difluoro-2-methyl-phenoxy)-4-methyl-5-(trifluoromethyl)-3-pyridinyl]-2-methyl-3-pyridinyl]oxazolidin-2-one